3-(((6-chloroquinazolin-4-yl)thio)propoxy)-2-(3,4,5-trimethoxyphenyl)-4H-chromen-4-one ClC=1C=C2C(=NC=NC2=CC1)SCCCOC1=C(OC2=CC=CC=C2C1=O)C1=CC(=C(C(=C1)OC)OC)OC